(E)-3-(1-methyl-1,2,3,4-tetrahydroquinolin-6-yl)acrylaldehyde CN1CCCC2=CC(=CC=C12)/C=C/C=O